4-((2R,5S)-3-(4-Cyano-3-(trifluoromethyl)phenyl)-2-(trifluoromethyl)oxazolidin-5-carbonyl)piperazin-1-carboxamid C(#N)C1=C(C=C(C=C1)N1[C@H](O[C@@H](C1)C(=O)N1CCN(CC1)C(=O)N)C(F)(F)F)C(F)(F)F